4,4''-bis[4-diphenylaminonaphthalen-1-yl]-p-terphenyl C1(=CC=CC=C1)N(C1=CC=C(C2=CC=CC=C12)C1=CC=C(C=C1)C1=CC=C(C=C1)C1=CC=C(C=C1)C1=CC=C(C2=CC=CC=C12)N(C1=CC=CC=C1)C1=CC=CC=C1)C1=CC=CC=C1